2-((4-amino-3-iodo-1H-pyrazolo[3,4-d]pyrimidin-1-yl)methyl)-7,8-dihydropyrido[4,3-d]pyrimidine-6(5H)-carboxylate NC1=C2C(=NC=N1)N(N=C2I)CC=2N=CC1=C(N2)CCN(C1)C(=O)[O-]